N-tosylglycine isopropyl ester C(C)(C)OC(CNS(=O)(=O)C1=CC=C(C)C=C1)=O